tert-butyl 5-(2-cyclopropyl-3-pyridyl)-3-[hydroxy-[4-[1-methyl-4-(trifluoromethyl)imidazol-2-yl]phenyl]methyl]pyrrolo[2,3-c]pyridine-1-carboxylate C1(CC1)C1=NC=CC=C1C=1C=C2C(=CN1)N(C=C2C(C2=CC=C(C=C2)C=2N(C=C(N2)C(F)(F)F)C)O)C(=O)OC(C)(C)C